[N+](=O)([O-])C1=CC=C(C=C1)S(=O)(=O)OC[C@@](C(F)(F)F)(NS(=O)(=O)C1=CC=C(C=C1)[N+](=O)[O-])C (S)-3,3,3-Trifluoro-2-methyl-2-((4-nitrophenyl)sulfonamido)propyl 4-nitrobenzenesulfonate